FC1=CC=C(C=C1)[C@H](C)NC1=NC(=CC(=C1)N1CCN(CC1)S(=O)(=O)C)NC1=NC=CN=C1 (S)-N2-[1-(4-fluorophenyl)ethyl]-4-[4-(methylsulfonyl)piperazin-1-yl]-N6-(pyrazin-2-yl)pyridine-2,6-diamine